(6-bromopyridin-2-yl)cyclobutan-1-ol BrC1=CC=CC(=N1)C1(CCC1)O